C(C1=CC=CC=C1)N(S(=O)(=O)C=1C=CC2=C(C(=C(O2)C(=O)OCC)C)C1)CCC1=CC=CC=C1 ethyl 5-(N-benzyl-N-phenethylsulfamoyl)-3-methylbenzofuran-2-carboxylate